di(tert-butyl)ether C(C)(C)(C)OC(C)(C)C